3-hydroxy-2,4-dioxoamyl phosphate P(=O)(OCC(C(C(C)=O)O)=O)([O-])[O-]